2-(5-(5-acrylamidopyrazin-2-yl)pyridin-3-yl)propanoate C(C=C)(=O)NC=1N=CC(=NC1)C=1C=C(C=NC1)C(C(=O)[O-])C